N1(CCOCC1)CC(=O)OCC ethyl morpholin-4-ylacetate